N-[1-(6-chloro-2-pyridinyl)cyclobutyl]-6-(3,5-difluoroanilino)-3-methoxy-pyridine-2-carboxamide ClC1=CC=CC(=N1)C1(CCC1)NC(=O)C1=NC(=CC=C1OC)NC1=CC(=CC(=C1)F)F